N-(thiazol-2-yl)acetamide dihydrochloride Cl.Cl.S1C(=NC=C1)NC(C)=O